C(CCOCCOCCOCCOCCNCCCC)(=O)N 4,7,10,13-tetraoxa-16-azaicosan-1-amide